1'-tert-butyl 6-methyl 5-bromomethyl-2H-spiro[benzofuran-3,4'-piperidine]-1',6-dicarboxylate BrCC=1C(=CC2=C(C1)C1(CCN(CC1)C(=O)OC(C)(C)C)CO2)C(=O)OC